S=C1C(C=CC=C1)O sulfenyl-phenol